4-methoxy-5-(4-methoxyphenyl)-1-methyl-2-oxo-2,5-dihydro-1H-pyrrole-3-carboxylic acid methyl ester COC(=O)C=1C(N(C(C1OC)C1=CC=C(C=C1)OC)C)=O